BrC1=CC=CC(=N1)OCC1=CC(=C(C#N)C=C1)CCCO 4-[(6-bromo-2-pyridinyl)oxymethyl]-2-(3-hydroxypropyl)benzonitrile